(E)-1,1,1,4,4,4-hexafluorobutene FC(\C=C\C(F)(F)F)(F)F